4-(cyclopropyldifluoromethyl)benzene-1-sulfonyl chloride C1(CC1)C(C1=CC=C(C=C1)S(=O)(=O)Cl)(F)F